F/C(/C(=O)O)=C\C=C\C(=O)O Fluoro-Muconic Acid